Cl.[Cl-].NN=C(N(N)N)N triaminoguanidine chloride hydrochloride